4-bromo-4'-nitro-1,1'-biphenyl BrC1=CC=C(C=C1)C1=CC=C(C=C1)[N+](=O)[O-]